C1(=CC=CC2=CC=CC=C12)C1(COC1)C1=C(C(=O)N)C=C(C=C1)[N+](=O)[O-] (3-(naphthalen-1-yl)oxetan-3-yl)-5-nitrobenzamide